2-fluoro-N-(2-(5-hydroxy-1-methyl-6-oxo-1,6-dihydropyrimidin-4-yl)-3-(4-((4-(morpholinomethyl)phenyl)ethynyl)phenyl)propyl)acetamide FCC(=O)NCC(CC1=CC=C(C=C1)C#CC1=CC=C(C=C1)CN1CCOCC1)C=1N=CN(C(C1O)=O)C